SCC[Si](OCCCC)(OCCCC)OCCCC 2-mercaptoethyl-tributoxysilane